N-[2-[6-(tert-butylcarbamoyl)-3,4-dihydro-2H-1,4-benzoxazin-2-yl]-3-fluoro-allyl]Carbamic acid tert-butyl ester C(C)(C)(C)OC(NCC(=CF)C1OC2=C(NC1)C=C(C=C2)C(NC(C)(C)C)=O)=O